2-((4-bromobenzyl)oxy)-1-naphthaldehyde BrC1=CC=C(COC2=C(C3=CC=CC=C3C=C2)C=O)C=C1